N1C(=NC2=C1C=CC=C2)CCC2=CC(=CC1=NC3=CC=CC=C3C=C21)C=2SC=C(N2)C(=O)NCC2=NC=CC=C2F 2-{1-[2-(1H-1,3-Benzodiazol-2-yl)ethyl]acridin-3-yl}-N-[(3-fluoropyridin-2-yl)methyl]-1,3-thiazole-4-carboxamide